2-chloro-4-((1-(4-(6-(trifluoromethyl)pyridazin-3-yl)piperazine-1-carbonyl)cyclopentyl)amino)benzonitrile ClC1=C(C#N)C=CC(=C1)NC1(CCCC1)C(=O)N1CCN(CC1)C=1N=NC(=CC1)C(F)(F)F